5-(5-(4,4-difluoropiperidine-1-carbonyl)-1H-benzo[d][1,2,3]triazol-1-yl)picolinonitrile FC1(CCN(CC1)C(=O)C1=CC2=C(N(N=N2)C=2C=CC(=NC2)C#N)C=C1)F